C(C)(=O)O[C@H]1[C@@H](O[C@]([C@H]1OCC1=CC=CC=C1)(CF)COCC1=CC=CC=C1)N1C(N=C(C(=C1)F)N)=O (2R,3R,4S,5R)-2-(4-amino-5-fluoro-2-oxopyrimidin-1(2H)-yl)-4-(benzyloxy)-5-((benzyloxy)methyl)-5-(fluoromethyl)tetrahydrofuran-3-yl acetate